C(CCCC)(C1=C(C(=CC(=C1)C(C)(C)C)C(C)(C)C)O)C1=C(C(=CC(=C1)C(C)(C)C)C(C)(C)C)O 2,2'-pentylidenebis(4,6-di-t-butylphenol)